FC1=C(CN2C(=NC3=C2C=CC=C3)CN3CCN(CC3)C3=C(C=CC=C3)F)C=CC=C1 1-(2-fluorobenzyl)-2-((4-(2-fluorophenyl)piperazin-1-yl)methyl)-benzimidazole